CC1=C(C(=CC(=C1)C)C)[Li] (2,4,6-trimethylphenyl)lithium